NC1=NC=2N(C=C1\C=C\CC1CCNCC1)C=C(N2)C2=C(C=CC=C2)O 2-[7-amino-6-[(E)-3-(4-piperidyl)prop-1-enyl]imidazo[1,2-a]pyrimidin-2-yl]phenol